C(C)(C)(C)C=1C=C(N(N1)C1=CC=C(C=C1)C)NC(=O)NC1=CC=C(C2=CC=CC=C12)CCC1=CC=NC=C1 1-[5-tert-butyl-2-p-tolyl-2H-pyrazol-3-yl]-3-[4-(2-pyridin-4-yl-ethyl)naphthalen-1-yl]-urea